N-(5-(4-chloro-2-(2-methoxy-4-(4-methylpiperazin-1-yl)phenyl)-1H-pyrrolo[2,3-b]pyridin-3-yl)-2-methylphenyl)acrylamide ClC1=C2C(=NC=C1)NC(=C2C=2C=CC(=C(C2)NC(C=C)=O)C)C2=C(C=C(C=C2)N2CCN(CC2)C)OC